((1S)-3-(methylamino)-2,3-dioxo-1-[[(3S)-2-oxopyrrolidin-3-yl]methyl]propyl)-2-(4,4,4-trifluorobutanoylamino)benzamide CNC(C([C@@H](C[C@@H]1C(NCC1)=O)C=1C(=C(C(=O)N)C=CC1)NC(CCC(F)(F)F)=O)=O)=O